tert-butyl 2-[4-({(1R)-1-[3-(difluoromethyl)-2-fluorophenyl]ethyl}amino)-2-methylpyrido[3,4-d]pyrimidin-6-yl]-2,6-diazaspiro[3.4]octane-6-carboxylate FC(C=1C(=C(C=CC1)[C@@H](C)NC=1C2=C(N=C(N1)C)C=NC(=C2)N2CC1(C2)CN(CC1)C(=O)OC(C)(C)C)F)F